C1(CC1)C=1N=NN(C1)[C@H](C(=O)N1[C@@H](C[C@H](C1)O)C(=O)NC1CNC(CC12CCC2)=O)C(C)(C)C (2S,4r)-1-[(2S)-2-(4-cyclopropyl-triazol-1-yl)-3,3-dimethyl-butyryl]-4-hydroxy-N-(6-oxo-7-azaspiro[3.5]nonan-9-yl)pyrrolidine-2-carboxamide